3-[tert-butyl-(dimethyl)silyl]Oxy-5-hydroxypiperidine-1-carboxylic acid tert-butyl ester C(C)(C)(C)OC(=O)N1CC(CC(C1)O)O[Si](C)(C)C(C)(C)C